3-methoxy-4,5-methylenedioxyamphetamine COC=1C=C(CC(N)C)C=C2C1OCO2